tert-butyl 4-(4-(8-methyl-7-((2-methyl-1-((2-(trimethylsilyl)ethoxy)methyl)-1H-benzo[d]imidazol-6-yl)oxy)quinoxalin-2-yl)-1H-pyrazol-1-yl)piperidine-1-carboxylate CC=1C(=CC=C2N=CC(=NC12)C=1C=NN(C1)C1CCN(CC1)C(=O)OC(C)(C)C)OC=1C=CC2=C(N(C(=N2)C)COCC[Si](C)(C)C)C1